C(N)(=O)C=1N(C2=CC(=CC=C2C1)OC(F)(F)F)C=1C=C(C=CC1)SC1(CCC1)C(=O)OCC ethyl 1-((3-(2-carbamoyl-6-(trifluoromethoxy)-1H-indol-1-yl)phenyl)thio)cyclobutane-1-carboxylate